O1CCN(CC1)C1=CC(=NC=N1)N[C@H]1CN(CCC1)C1=NC=CC=C1 (R)-6-morpholino-N-(1-(pyridin-2-yl)piperidin-3-yl)pyrimidin-4-amine